ClC(C)(C)C1=CC=C(C=C1)F (2-Chloropropan-2-yl)-4-fluorobenzene